6-bromo-1-methyl-4-(trifluoromethyl)-[1,1'-biphenyl]-3-carbonitrile BrC1=CC(=C(CC1(C1=CC=CC=C1)C)C#N)C(F)(F)F